1,3-dibutylimidazolium hydrogen carbonate C(O)([O-])=O.C(CCC)N1C=[N+](C=C1)CCCC